3-amino-3-{[1-(cyclobutanecarbonyloxy)-3-methylbutan-2-yl]carbamoyl}propanoic acid NC(CC(=O)O)C(NC(COC(=O)C1CCC1)C(C)C)=O